CCC=CCCCCCCC undeca-3-ene